C(C)(C)OC=1C=C(C=CC1)C(=C)C1=CC=2NC3=CC=CC=C3SC2C=C1 2-(1-(3-Isopropoxyphenyl)vinyl)-10H-phenothiazine